(3-((1H-imidazo[4,5-b]-pyridin-1-yl)methyl)-bicyclo[1.1.1]pentan-1-yl)(5-(3,5-difluorophenyl)-4,5-dihydro-1H-pyrazol-1-yl)methanone N1(C=NC2=NC=CC=C21)CC21CC(C2)(C1)C(=O)N1N=CCC1C1=CC(=CC(=C1)F)F